O1CCN(CC1)C1=NC=2N(C(=C1)NC=1C=C3C=C(C(N(C3=CC1)C)=O)OCC(=O)NC)N=CN2 2-((6-((5-(morpholino)-[1,2,4]triazolo[1,5-a]pyrimidin-7-yl)amino)-1-methyl-2-oxo-1,2-dihydroquinolin-3-yl)oxy)-N-methylacetamide